2-methyl-1-[(methylthio)phenyl]-2-morpholinopropane CC(CC1=C(C=CC=C1)SC)(C)N1CCOCC1